N-(5-chloropyrimidin-2-yl)-2-[1',1'-difluoro-6-(trifluoromethyl)-1-oxospiro[3H-isoquinoline-4,2'-cyclopropane]-2-yl]acetamide ClC=1C=NC(=NC1)NC(CN1C(C2=CC=C(C=C2C2(C(C2)(F)F)C1)C(F)(F)F)=O)=O